(E)-2-methoxy-4-((8-methylnon-6-enamido)methyl)phenyldiethylalanine hydrochloride Cl.COC1=C(C=CC(=C1)CNC(CCCC\C=C\C(C)C)=O)[C@](N(CC)CC)(C)C(=O)O